O1CCC(=CC1)B1OC(C)(C)C(C)(C)O1 1,2,3,6-tetrahydropyran-4-boronic acid pinacol ester